C1(=CC=CC=C1)C(C1=CC=CC=C1)=NC1=C(C=CC(=C1)C1(CCC1)O)NC(=O)C=1N(C=C(C1)C(C1=C(C=CC=C1)C(F)(F)F)=O)COCC[Si](C)(C)C N-(2-((diphenylmethylene)amino)-4-(1-hydroxycyclobutyl)phenyl)-4-(2-(trifluoromethyl)benzoyl)-1-((2-(trimethylsilyl)ethoxy)methyl)-1H-pyrrole-2-carboxamide